CC=1N=C(N(C1)O)C1=CC=CC=C1 4-methyl-2-phenyl-1-hydroxy-1H-imidazole